4-(3-(1H-pyrazol-3-yl)piperidin-1-yl)-8-fluoro-7-(8-fluoronaphthalen-1-yl)-2-((tetrahydro-1H-pyrrolizin-7a(5H)-yl)methoxy)pyrido[4,3-d]pyrimidine N1N=C(C=C1)C1CN(CCC1)C=1C2=C(N=C(N1)OCC13CCCN3CCC1)C(=C(N=C2)C2=CC=CC1=CC=CC(=C21)F)F